7-(trifluoromethyl)-1,4,4a,9b-tetrahydro-2H-spiro[benzofuro[3,2-b]pyridine-3,1'-cyclobutane] FC(C1=CC2=C(C=C1)C1NCC3(CCC3)CC1O2)(F)F